N-(5-amino-3-azapentyl)piperazine NCCNCCN1CCNCC1